tert-butyl-tin C(C)(C)(C)[Sn]